ethyl (2S)-2-amino-4-phenyl-butanoate N[C@H](C(=O)OCC)CCC1=CC=CC=C1